[N+](=O)([O-])C1=CC=C(C=C1)OC(=O)C1=CC=CNO1 oxazine-6-carboxylic acid (4-nitrophenyl) ester